NCC=1C=CC(=C(C1)[C@H](C(F)(F)F)N)F (R)-1-(5-(aminomethyl)-2-fluorophenyl)-2,2,2-trifluoroethylamine